2-(bromomethyl)-1,4-difluorobenzene BrCC1=C(C=CC(=C1)F)F